OC1C(=NC=C(C1=O)CCN1C(C=2C(C1=O)=CC(=CC2)OCC2=CC(=CC=C2)OC)=O)C N-(2-(3-hydroxy-2-methyl-4-oxo-pyridyl)ethyl)-4-(3-methoxybenzyloxy)phthalimide